C1(CC1)N1C(N(C=2C(C1=O)=C(N(C(C2C)=O)C)NC2=C(C=C(C=C2)I)F)C=2C=C(C=CC2)NC(C)=O)=O N-[3-[3-cyclopropyl-5-(2-fluoro-4-iodoanilino)-6,8-dimethyl-2,4,7-trioxopyridino[4,3-d]pyrimidin-1-yl]phenyl]acetamide